1-((((S,E)-4-(fluoromethylene)-1,3-dimethylpiperidin-3-yl)methoxy)quinazolin-4-yl)-3-methylpiperidin-3-ol F\C=C/1\[C@](CN(CC1)C)(C)COC1=NC2=CC=CC=C2C(=N1)N1CC(CCC1)(O)C